C1=CC=CC=2C3=CC=CC=C3C(C12)COC(=O)NC(C(=O)N)CC(=O)N 2-((((9H-fluoren-9-yl)methoxy)carbonyl)amino)-4-amino-4-oxobutanamide